CC1([C@@H](O1)CC\C(=C/CC=1C(=C2C(C(=C(OC2=CC1OCOC)C1=CC=C(C=C1)OCOC)OCOC)=O)O)\C)C (S,Z)-6-(5-(3,3-dimethyloxiran-2-yl)-3-methylpent-2-en-1-yl)-5-hydroxy-3,7-bis(methoxymethoxy)-2-(4-(methoxymethoxy)phenyl)-4H-chromen-4-one